FC=1C=C(C=CC1)NC(=O)C1=NC(=NC=C1)N1N=CC=C1 N-(3-fluorophenyl)-2-(1H-pyrazol-1-yl)pyrimidine-4-carboxamide